F[C@@H]\1[C@@H]2C[C@@H]([C@H](C/C1=C\C1=CN=C(N=N1)C1=C(C=C(C=C1)N1C=NC=C1)O)N2)F 2-(6-((E)-((1S,2S,5S,6S)-2,6-difluoro-8-azabicyclo[3.2.1]octan-3-ylidene)methyl)-1,2,4-triazin-3-yl)-5-(1H-imidazol-1-yl)phenol